2-[2-methylsulfanyl-6-oxo-5-[(4-phenylbenzoyl)amino]pyrimidin-1-yl]acetic acid ethyl ester C(C)OC(CN1C(=NC=C(C1=O)NC(C1=CC=C(C=C1)C1=CC=CC=C1)=O)SC)=O